2-(1-ethyl-3-methyl-1H-pyrazol-5-yl)-8-(3-(piperidin-4-yl)propoxy)-9H-pyrimido[4,5-b]indole-6-carboxamide C(C)N1N=C(C=C1C=1N=CC2=C(NC3=C(C=C(C=C23)C(=O)N)OCCCC2CCNCC2)N1)C